N-(3-diethylaminopropyl)myristoylamide C(C)N(CCCCCCCCCCCCCCCCC(=O)[NH-])CC